2-(3-methyl-4-nitrophenoxymethyl)pyridine CC=1C=C(OCC2=NC=CC=C2)C=CC1[N+](=O)[O-]